CC1(C2=C(C=CC(=C2)C(=O)O)[N+](=C1/C=C/C=C/C=C/C=C\\3/C(C4=C(N3CCCCS(=O)(=O)[O-])C=CC(=C4)S(=O)(=O)[O-])(C)C)CCCCS(=O)(=O)[O-])C The molecule is an anionic unsymmetrical C7 cyanine dye having differentially substituted indoleinine units at either end. It has a role as a fluorochrome. It is an organosulfonate oxoanion and a cyanine dye.